5-bromo-4-((2-ethylhexyl)oxy)thiophene-2-carbaldehyde BrC1=C(C=C(S1)C=O)OCC(CCCC)CC